N-(2-((4-Acetyl-3-amino-2,6-dimethoxyphenyl)thio)ethyl)methacrylamid C(C)(=O)C1=C(C(=C(C(=C1)OC)SCCNC(C(=C)C)=O)OC)N